CNCC1OCC(C2=C1SC=C2)C2=CC=CC1=CC=CC=C21 methyl-1-(4-(naphthalen-1-yl)-4,7-dihydro-5H-thieno[2,3-c]pyran-7-yl)methylamine